C(C=C)OC(=O)C=1C=C2C(=C(N(C2=CC1)CC1=CC(=C(C=C1)Cl)O[C@@H](C(=O)OC)C)C)C.ClC=1C=CC(=NC1)[C@H]1[C@@H](CNCC1)C 5-chloro-2-[(3S,4R)-3-methyl-4-piperidinyl]pyridine (R)-allyl-1-(4-chloro-3-((1-methoxy-1-oxopropan-2-yl)oxy)benzyl)-2,3-dimethyl-1H-indole-5-carboxylate